COC(C1=CN=C(C=C1Br)Br)=O 4,6-Dibromonicotinic acid methyl ester